C(C1=CC=CC=C1)N(S(=O)(=O)C1=CC=CC=C1)C1=CC(=C(C=C1)N1CCC(CC1)O)C#N N-benzyl-N-(3-cyano-4-(4-hydroxypiperidin-1-yl)phenyl)benzenesulfonamide